3-hydroxy-2-methylbutyryl-CoA OC(C(C(=O)SCCNC(CCNC([C@@H](C(COP(OP(OC[C@@H]1[C@H]([C@H]([C@@H](O1)N1C=NC=2C(N)=NC=NC12)O)OP(=O)(O)O)(=O)O)(=O)O)(C)C)O)=O)=O)C)C